OCCOCCC=1C=CC=2N(C1)N=CC2C(=O)OCC ethyl 6-(2-(2-hydroxyethoxy)ethyl)pyrazolo[1,5-a]pyridine-3-carboxylate